5-methyl-2H-1,2,3,4-tetrazol CC=1N=NNN1